5-chloro-1-methyl-3-(prop-1-en-2-yl)-1H-pyrazolo[4,3-d]pyrimidine ClC=1N=CC2=C(N1)C(=NN2C)C(=C)C